C(CC=C)OC1=C(N)C=CC(=C1)OC 2-(but-3-en-1-yloxy)-4-methoxyaniline